(5R)-5-[(5-bromo-3-methylpentanoyl)amino]-3,3-difluoropiperidine-1-carboxylic acid tert-butyl ester C(C)(C)(C)OC(=O)N1CC(C[C@H](C1)NC(CC(CCBr)C)=O)(F)F